O[C@@H](C)[C@]1(N(CCC1)C(=O)C1=CC(=C2N1CCC1=CC(=C(C=C21)C2=NN(C=C2)C)OC)C=2SC=CC2)C [(2S)-2-[(1S)-1-hydroxyethyl]-2-methyl-pyrrolidin-1-yl]-[8-methoxy-9-(1-methylpyrazol-3-yl)-1-(2-thienyl)-5,6-dihydropyrrolo[2,1-a]isoquinolin-3-yl]methanone